ethylenebis-(ethylcarbodiimide) C(CN=C=NCC)N=C=NCC